BrC1=CN2C(S1)=NC(=C2)CN2CCN(CC2)CC 2-bromo-6-((4-ethylpiperazin-1-yl)methyl)imidazo[2,1-b]thiazole